C(C)(C)(C)OC([C@@H](CC1=CC2=C(S1)C=C(C=C2)C=O)[C@@H]2CN(CC2)C(=O)OC(C)(C)C)=O tert-butyl (R)-3-((S)-1-(tert-butoxy)-3-(6-formylbenzo[b]thiophene-2-yl)-1-oxopropane-2-yl)pyrrolidine-1-carboxylate